2-bromo-4-chloro-fluoroaniline BrC1=C(NF)C=CC(=C1)Cl